BrC1=CC=C(C=C1)NN 4-bromophenylhydrazine